CC1=CC=C(CN2CC(CC2)CN2CCCCC2)C=C1 N-((1-(4-methylbenzyl)pyrrolidin-3-yl)methyl)piperidine